FC1=C(C=C2C(=C(N(C2=C1)C1=CC(=C(C=C1)F)C)C(C)C)/C=C/C(=O)OCC)OC ethyl (E)-3-(6-fluoro-1-(4-fluoro-3-methylphenyl)-2-isopropyl-5-methoxy-1H-indol-3-yl)acrylate